ON=C(C1=CC(=CC=C1)S(N)(=O)=O)N N'-hydroxy-3-sulfamoylbenzamidine